CC(CCCCCC)OP(OC(CCCCCC)C)(O)=O di(1-methylheptyl)phosphoric acid